(1R,2S)-2-(3-{[6-(methanesulfonyl)-2-methoxypyridin-3-yl]amino}-1H-indazol-6-yl)-5'-methoxyspiro[cyclopropane-1,3'-indol]-2'(1'H)-one CS(=O)(=O)C1=CC=C(C(=N1)OC)NC1=NNC2=CC(=CC=C12)[C@@H]1C[C@@]12C(NC1=CC=C(C=C21)OC)=O